ClC1=CC=C(CC2C(N(CC2)C(=O)OC(C)(C)C)=O)C=C1 tert-butyl 3-(4-chlorobenzyl)-2-oxopyrrolidine-1-carboxylate